N-[3-[2-(4-chlorophenyl)pyrimidin-4-yl]-1-bicyclo[1.1.1]pentanyl]-3-(1-methylsulfonylcyclopropyl)-1,2,4-thiadiazole-5-carboxamide ClC1=CC=C(C=C1)C1=NC=CC(=N1)C12CC(C1)(C2)NC(=O)C2=NC(=NS2)C2(CC2)S(=O)(=O)C